Chloropyridine-2-carbothioamide ClC=1C(=NC=CC1)C(N)=S